C(C)(C)(C)C=1NC2=C(C=CC=C2C1B1OC(C(O1)(C)C)(C)C)C#N tert-butyl-7-cyano-3-(4,4,5,5-tetramethyl-1,3,2-dioxaborolan-2-yl)indole